(4S)-3,3-dideutero-2,2-dimethyl-4-(trideuteromethyl)pyrrolidine [2H]C1(C(NC[C@H]1C([2H])([2H])[2H])(C)C)[2H]